CO[Si](OC)(OC)CCCCCCNCCNCCCCCC[Si](OC)(OC)OC bis[3-(trimethoxysilylpropyl)propyl]ethylenediamine